2-picolinemethylamine N1=C(C(=CC=C1)CN)C